5-{5-azaspiro[2.4]-hept-5-ylmethyl}-2-{6-cyclopropyl-4-[2-(4-methyl-1,2,4-triazol-3-yl)-phenyl]-pyridin-2-yl}-7-(trifluoromethyl)-1,3-benzoxazole C1CC12CN(CC2)CC=2C=C(C1=C(N=C(O1)C1=NC(=CC(=C1)C1=C(C=CC=C1)C1=NN=CN1C)C1CC1)C2)C(F)(F)F